FC=1C=C(C=CC1OC1=CC=NC2=CC=C(N=C12)OC)NC(=O)C1=NNC(=C(C1=O)C1=CC=C(C=C1)F)C N-[3-fluoro-4-[(6-methoxy-1,5-naphthyridin-4-yl)oxy]phenyl]-5-(4-fluorophenyl)-6-methyl-4-oxo-1H-pyridazine-3-carboxamide